OC=1C(=O)NC(C1)=O hydroxyl-maleimide